C(C1=CC=CC=C1)OC1=NC(=CC=C1C1=NN(C2=C(C=CC=C12)N1CCC(CC1)CN1CCN(CC1)C(=O)OC(C)(C)C)C)OCC1=CC=CC=C1 tert-butyl 4-((1-(3-(2,6-bis(benzyloxy)pyridin-3-yl)-1-methyl-1H-indazol-7-yl)piperidin-4-yl)methyl)piperazine-1-carboxylate